1-Lignoceryl-2-γ-linolenoyl-sn-glycero-3-phosphocholine C(CCCCCCCCCCCCCCCCCCCCCCC)OC[C@@H](OC(CCCC\C=C/C\C=C/C\C=C/CCCCC)=O)COP(=O)([O-])OCC[N+](C)(C)C